NC1=C(C=C(C=N1)C1=CC=C(C=C1)C(=O)N1CCC(CC1)N1CCCC1)OCC1=C(C=C(C=C1)Cl)Cl {4-[6-amino-5-(2,4-dichloro-benzyloxy)-pyridin-3-yl]-phenyl}-(4-pyrrolidin-1-yl-piperidin-1-yl)-methanone